(2R,3R,4R,5R)-2-cyano-2-(4-(2-phenylacetamido)pyrrolo[2,1-f][1,2,4]triazin-7-yl)-5-((2-phenylacetoxy)methyl)tetrahydrofuran-3,4-diyl bis(2-phenylacetate) C1(=CC=CC=C1)CC(=O)O[C@H]1[C@@](O[C@@H]([C@H]1OC(CC1=CC=CC=C1)=O)COC(CC1=CC=CC=C1)=O)(C1=CC=C2C(=NC=NN21)NC(CC2=CC=CC=C2)=O)C#N